NC(C)C1=CC=NC2=C(C=C(C=C12)C1=NC(=NC=C1F)NC1=NC=C(C=C1)N1CCN(CC1)C)F 4-(4-(1-Aminoethyl)-8-fluoroquinolin-6-yl)-5-fluoro-N-(5-(4-methylpiperazin-1-yl)pyridin-2-yl)pyrimidin-2-amine